2-(2-hydroxy-5-methacryloyloxyphenyl)-2H-benzotriazole OC1=C(C=C(C=C1)OC(C(=C)C)=O)N1N=C2C(=N1)C=CC=C2